N[C@@H](CCC(=O)[O-])C(=O)OC=C=O carbonylmethyl glutamate